C(#N)C=1C=2N(C=C(N1)NC(=O)C1=CC=C(C3=CN(N=C13)C)N1CCN(CC1)C(=O)OC(C)(C)C)C=C(N2)C tert-butyl 4-[7-({8-cyano-2-methylimidazo[1,2-a]pyrazin-6-yl}carbamoyl)-2-methylindazol-4-yl]piperazine-1-carboxylate